Dimethyl 2-(4-(dimethylamino)benzylidene)malonate CN(C1=CC=C(C=C(C(=O)OC)C(=O)OC)C=C1)C